O=C1C=C(C1)NC(OC(C)(C)C)=O tert-butyl (3-oxocyclobut-1-en-1-yl)carbamate